(Z)-tert-butyl ((E)-4-trideuteriomethylguanidino-2,7-dioxo-1-oxa-4,6-diazacyclotetradec-11-en-5-ylidene)carbamate [2H]C(N\1C(C(OCC/C=C/CCCC(N/C1=N/C(OC(C)(C)C)=O)=O)=O)NC(=N)N)([2H])[2H]